(5S)-6-[4-(2-aminopyridin-4-yl)-3-(trifluoromethyl)phenyl]-5-methyl-4,5-dihydro-1,2,4-triazin-3(2H)-one NC1=NC=CC(=C1)C1=C(C=C(C=C1)C=1[C@@H](NC(NN1)=O)C)C(F)(F)F